BrC1=CC(=CC(=N1)C1(COCC1)O)OC(C)C 3-(6-bromo-4-isopropoxypyridin-2-yl)tetrahydrofuran-3-ol